CC(C(=O)NCCO)C 2-methyl-N-(2-hydroxy-ethyl)propionamide